OCCOC1=C(C=C(C=C1)C(C=CC1=C(N=C(S1)C1=CC=C(C=C1)C(F)(F)F)C(C)C)O)C 1-(4-(2-hydroxyethoxy)-3-methylphenyl)-3-(4-isopropyl-2-(4-(trifluoromethyl)phenyl)thiazol-5-yl)prop-2-en-1-ol